C([C@@H]1[C@H]([C@@H]([C@H]([13CH](O1)O)O)O)O)O D-glucose-1-13C